2-(1-(tert-butoxycarbonyl)piperidine-2-carboxamido)-9-(5,6,7,8-tetrahydro-1,8-naphthyridin-2-yl)nonanoic acid C(C)(C)(C)OC(=O)N1C(CCCC1)C(=O)NC(C(=O)O)CCCCCCCC1=NC=2NCCCC2C=C1